8-bromo-5-chloroimidazo[1,5-a]pyridine-6-carbonitrile BrC=1C=2N(C(=C(C1)C#N)Cl)C=NC2